C(C)(C)OC(=O)C1=NC(=C(C(=C1Cl)N1C(C2=CC=CC=C2C1=O)=O)Cl)Cl 3,5,6-trichloro-4-(1,3-dioxoisoindolin-2-yl)pyridinecarboxylic acid isopropyl ester